N-(4'-((2-(1,1-difluoroethyl)-6-ethylpyrimidin-4-yl)amino)-5-(morpholinomethyl)-[2,3'-bipyridin]-6'-yl)acetamide FC(C)(F)C1=NC(=CC(=N1)NC1=C(C=NC(=C1)NC(C)=O)C1=NC=C(C=C1)CN1CCOCC1)CC